(1r,2s)-2-(3-{[5-chloro-6-(3-hydroxyazetidin-1-yl)-2-methylpyrimidin-4-yl]amino}-1H-indazol-6-yl)-5'-methoxy-1'H-spiro[cyclopropan-1,3'-indol]-2'-one ClC=1C(=NC(=NC1N1CC(C1)O)C)NC1=NNC2=CC(=CC=C12)[C@@H]1C[C@@]12C(NC1=CC=C(C=C21)OC)=O